ClC1=CC=C(C=C1)C(C(F)(F)F)NS(=O)(=O)C=1C=2N=CC(N(C2C=CC1)C)=O N-(1-(4-chlorophenyl)-2,2,2-trifluoroethyl)-1-methyl-2-oxo-1,2-dihydroquinoxaline-5-sulfonamide